methyl 2-[4-(benzyloxymethyl)cyclohexyl]-6-bromo-1H-benzimidazole-5-carboxylate C(C1=CC=CC=C1)OCC1CCC(CC1)C1=NC2=C(N1)C=C(C(=C2)C(=O)OC)Br